C(C)(C)(C)OC(=O)N1C[C@H](CC1)[C@@H](C(=O)OC(C)(C)C)CC1=CC(=CC=C1)Br (R)-3-((S)-3-(3-bromophenyl)-1-(t-butoxy)-1-oxopropan-2-yl)pyrrolidine-1-carboxylic acid tert-butyl ester